(R)-1-(5-chloroisochroman-1-yl)-N-methylmethanamine ClC1=C2CCO[C@H](C2=CC=C1)CNC